(4-(2-(4-(5-chloro-2-(1H-tetrazol-1-yl)phenyl)-2,5-dioxapiperazin-1-yl)-3-phenylpropionamido)phenyl)carbamic acid ClC=1C=CC(=C(C1)N1CON(CO1)C(C(=O)NC1=CC=C(C=C1)NC(O)=O)CC1=CC=CC=C1)N1N=NN=C1